NC1=CC=C(C=C1)OP(OC1=CC=C(C=C1)N)(OC1=CC=C(C=C1)N)=S thiophosphoric acid tris(4-aminophenyl) ester